3-[(3-chloro-2-fluorophenyl)sulfonyl]-4-[5-(2-chloro-4-methylbenzyl)-5,6-dihydro-4H-1,2,4-oxadiazin-3-yl]quinoline ClC=1C(=C(C=CC1)S(=O)(=O)C=1C=NC2=CC=CC=C2C1C1=NOCC(N1)CC1=C(C=C(C=C1)C)Cl)F